6-(2-amino-4-(trifluoromethyl)phenoxy)-1H,3H-benzo[de]isochromene-1,3-dione NC1=C(OC=2C=CC=3C(OC(C4=CC=CC2C34)=O)=O)C=CC(=C1)C(F)(F)F